Benzpyren C1=CC=C2C=CC=3C=CC=C4C5=C(C1=C2C43)C=CC=C5